COC1=C(C=CC=C1F)N1N=CN=C1[C@H](C)O 1-(2-methoxy-3-fluorophenyl)-5-((S)-1-hydroxyethyl)-1H-1,2,4-triazol